COC(C1=CC(=CC=C1)CN1C(NC=2C1=NC=C(C2)Cl)=O)=O 3-((6-chloro-2-oxo-1,2-dihydro-3H-imidazo[4,5-b]pyridin-3-yl)methyl)benzoic acid methyl ester